C(#N)C=1C=NN2C1C(=CC(=C2)C=2C=NN(C2)C2CCN(CC2)C(=O)[C@@H]2C[C@@H](CC2)NS(=O)(=O)C=C)OC N-((1R,3S)-3-(4-(4-(3-cyano-4-methoxypyrazolo[1,5-a]pyridin-6-yl)-1H-pyrazol-1-yl)piperidine-1-carbonyl)cyclopentyl)-ethenesulfonamide